7-(2-Hydroxyphenyl)-8-(4-(4-isopropylpiperazin-1-yl)phenyl)-5,6-dihydronaphthalen-2-ol OC1=C(C=CC=C1)C=1CCC=2C=CC(=CC2C1C1=CC=C(C=C1)N1CCN(CC1)C(C)C)O